6-(4-(6-fluoropyridin-2-yl)benzyl)-3-(2,2,2-trifluoroethyl)imidazo[1,5-a]pyrazin-8(7H)-one FC1=CC=CC(=N1)C1=CC=C(CC=2NC(C=3N(C2)C(=NC3)CC(F)(F)F)=O)C=C1